7-bromo-1-methyl-1,3-dihydro-2λ6-benzo[c][1,2]thiazole-2,2-dione BrC1=CC=CC2=C1N(S(C2)(=O)=O)C